5-fluoro-1-(trideuteriomethyl)quinazolin-2-one FC1=C2C=NC(N(C2=CC=C1)C([2H])([2H])[2H])=O